tert-butyl 3-((2-methoxy-2-oxoethyl)amino)-3-(nitromethyl)azetidine-1-carboxylate COC(CNC1(CN(C1)C(=O)OC(C)(C)C)C[N+](=O)[O-])=O